hexaoxacyclooctadecane-3-ol O1OC(OOOOCCCCCCCCCCC1)O